[Cl-].C(C)[N+]1=CC(=CC=C1)CC 1,3-diethylpyridinium chloride